N[C@@H](C(=O)O)CC1=CC(=C(C(=C1)I)OC1=CC(=C(C(=C1)I)O)I)I (2R)-2-amino-3-[4-(4-hydroxy-3,5-diiodophenoxy)-3,5-diiodophenyl]propanoic acid